1-ethyl-N-(3-fluoro-4-(4,4,5,5-tetramethyl-1,3,2-dioxaborolan-2-yl)phenyl)cyclobutane-1-carboxamide C(C)C1(CCC1)C(=O)NC1=CC(=C(C=C1)B1OC(C(O1)(C)C)(C)C)F